C(C)(=O)O.C1(C=2C(C(N1)=O)=CC=CC2)=O (phthalimide) acetate